Methyl (E)-2-((2S,3S,7aS)-3-ethyl-11-(furan-3-yl)-7a-hydroxy-8-methoxy-1,2,3,4,6,7,7a,12b-octahydroindolo[2,3-a]quinolizin-2-yl)-3-methoxyacrylate C(C)[C@@H]1CN2CC[C@]3(C(C2C[C@@H]1/C(/C(=O)OC)=C\OC)=NC1=C(C=CC(=C13)OC)C1=COC=C1)O